ClC1=CC(=C(C=C1)C1=NC(=CN2C1=NC(=C(C2=O)C)C)N2C[C@H](OCC2)C=2C=NN(C2)C2CC2)F |r| racemic-9-(4-chloro-2-fluoro-phenyl)-7-[2-(1-cyclopropylpyrazol-4-yl)morpholin-4-yl]-2,3-dimethyl-pyrazino[1,2-a]pyrimidin-4-one